2-[1-[6-Methyl-2-(1-methylpyrazol-4-yl)-4-oxo-chromen-8-yl]ethylamino]benzoic acid CC=1C=C2C(C=C(OC2=C(C1)C(C)NC1=C(C(=O)O)C=CC=C1)C=1C=NN(C1)C)=O